[2,6-bis(2,6-diisopropyloxyphenyl)phenyl]-phenylcyclohexylphosphine C(C)(C)OC1=C(C(=CC=C1)OC(C)C)C1=C(C(=CC=C1)C1=C(C=CC=C1OC(C)C)OC(C)C)P(C1CCCCC1)C1=CC=CC=C1